C(C)OC(C1=C(C=C(C=C1)CN1CCC2(C(CCC2=O)=O)CC1)N1C(=NC=C1[N+](=O)[O-])C)=O 2-(2-methyl-5-nitro-1H-imidazol-1-yl)-4-((1,4-dioxo-8-azaspiro[4.5]dec-8-yl)methyl)benzoic acid ethyl ester